N-((4,6-dimethyl-2-oxo-1,2-dihydropyridin-3-yl)methyl)-6-methyl-5-(1-(pyridin-4-ylmethoxy)ethyl)indolizine-7-carboxamide CC1=C(C(NC(=C1)C)=O)CNC(=O)C=1C(=C(N2C=CC=C2C1)C(C)OCC1=CC=NC=C1)C